diazadibenzoazulene N1=NC=C2C3=C(C4=C(C=C12)C=CC=C4)C=CC=C3